3-methyl-1-(3,3,3-trifluoropropyl)-1H-pyrazolo[3,4-b]pyridin-6-amine CC1=NN(C2=NC(=CC=C21)N)CCC(F)(F)F